C1(CCCCC1)CC12CC3=CC=CC=C3C2(CCCC1=O)O 9a-(cyclohexylmethyl)-4a-hydroxy-2,3,4,4a,9,9a-hexahydro-1H-fluoren-1-one